(+)-3-methyl-1-(2-(1-piperidyl)phenyl)butylamine CC(CC(C1=C(C=CC=C1)N1CCCCC1)N)C